C(C)N(C1=CC=C(C=C1)/C=C/C(=O)C1=C(C=C(C=C1)O)O)CC (E)-3-[4-(Diethylamino)phenyl]-1-(2,4-dihydroxyphenyl)prop-2-en-1-one